5-fluoro-2-(methylsulfonyl)benzo[d]oxazole FC=1C=CC2=C(N=C(O2)S(=O)(=O)C)C1